4-chloro-6-(4-(4-methoxyphenoxy)piperidin-1-yl)-5-methylpyrimidine ClC1=NC=NC(=C1C)N1CCC(CC1)OC1=CC=C(C=C1)OC